(3E)-7,7-dibutoxy-1,3-heptadiene C(CCC)OC(CC/C=C/C=C)OCCCC